Tert-butyldimethyl-(prop-2-ynyloxy)silane C(C)(C)(C)[Si](OCC#C)(C)C